N=C1SCC(N1C1=C(C=CC(=C1)C)CC1=CC(=CC=C1)C(F)(F)F)=O 2-imino-3-(5-methyl-2-(3-(trifluoromethyl)benzyl)phenyl)thiazolidin-4-one